ammonium acrylate salt C(C=C)(=O)[O-].[NH4+]